ethyl (S)-4-(4-((benzyloxy)carbonyl)-3-(cyanomethyl)piperazin-1-yl)-3-methyl-7-(8-methylnaphthalen-1-yl)-5,6,7,8-tetrahydro-1,7-naphthyridine-2-carboxylate C(C1=CC=CC=C1)OC(=O)N1[C@H](CN(CC1)C1=C(C(=NC=2CN(CCC12)C1=CC=CC2=CC=CC(=C12)C)C(=O)OCC)C)CC#N